FC1=CNC2=NC=CC(=C21)C2=CC=C(C=C2)C2(CCNCC2)C(=O)OC methyl 4-(4-(3-fluoro-1H-pyrrolo[2,3-b]pyridin-4-yl)phenyl)piperidine-4-carboxylate